ClC1=CC=C(C=C1)C1(CCN(CC1)CCCC(=C(F)F)C1=CC=C(C=C1)OC)O 4-(4-chlorophenyl)-1-(5,5-difluoro-4-(4-methoxyphenyl)pent-4-en-1-yl)piperidin-4-ol